[Si](C)(C)(C(C)(C)C)OC1=C(C=C(CN2C=C(C3=CC=CC=C23)C2=NC(=NC=C2)NC=2C=C(C(=CC2OC)N(C)CCN(C)C)N)C=C1)C1OCCO1 N4-(4-(1-(4-((tert-butyldimethylsilyl)oxy)-3-(1,3-dioxolan-2-yl)benzyl)-1H-indol-3-yl)pyrimidin-2-yl)-N1-(2-(dimethylamino)ethyl)-5-methoxy-N1-methylbenzene-1,2,4-triamine